3-[2-Hydroxy-3-[4-[[4-[(E)-3-(4-methoxyphenyl)prop-2-enoyl]phenoxy]methyl]triazol-1-yl]propoxy]-2,4-dimethyl-2H-thiophen-5-one OC(COC=1C(SC(C1C)=O)C)CN1N=NC(=C1)COC1=CC=C(C=C1)C(\C=C\C1=CC=C(C=C1)OC)=O